C(C)OC1=CC(=NC(=C1)C(=O)O)C(=O)O 4-ethoxy-2,6-pyridinedicarboxylic acid